COC(=O)C1N(CCC1=O)C(=O)OC(C)(C)C 3-oxo-pyrrolidine-1,2-dicarboxylic acid 1-tert-butyl ester 2-methyl ester